N-tert-Butyl-4-[[2-(2-cyanophenyl)acetyl]amino]pyridine C(C)(C)(C)N1CC=C(C=C1)NC(CC1=C(C=CC=C1)C#N)=O